3-[6-(2,6-dimethylphenyl)-2-[(1-methylpyrazol-4-yl)sulfonylamino]pyrimidin-4-yl]oxy-4-methyl-N-propyl-benzamide CC1=C(C(=CC=C1)C)C1=CC(=NC(=N1)NS(=O)(=O)C=1C=NN(C1)C)OC=1C=C(C(=O)NCCC)C=CC1C